CC(CC)C(CCCCCCCCC(C(CC)C)O)O 3,14-dimethyl-hexadecane-4,13-diol